NC=1N=C(C=2N=CN([C@H]3C[C@H](O)[C@@H](CO)O3)C2N1)N 2-amino-2'-Deoxyadenosine